NC1=NC=CC(=C1Cl)OC1=C(C=C(C=C1)NC(=O)C=1C=NN(C1)C1=CC=CC=C1)F N-(4-((2-amino-3-chloropyridin-4-yl)oxy)-3-fluorophenyl)-1-phenyl-1H-Pyrazole-4-carboxamide